silver-indium sulfur [S].[In].[Ag]